C=1(C(=CC=CC1)S(=O)(=O)[O-])C(C)C Cumensulfonat